FC=1C=C2C(=CC=CC2=CC1)C1=C(C=2N=C(N=C(C2C(=N1)C#CC)N1CCOCC2(CCO2)C1)OC[C@]12CCCN2C[C@@H](C1)F)F 6-fluoro-4-(8-fluoro-2-(((2R,7aS)-2-fluorotetrahydro-1H-pyrrolizin-7a(5H)-yl)methoxy)-5-(propynyl)-4-(1,6-dioxa-9-azaspiro[3.6]dec-9-yl)pyrido[4,3-d]pyrimidin-7-yl)naphthalene